C[C@H]1O[C@H](CN(C1)C=1C=NC(=NC1)OC1=CC(=C(C=C1)NC1=NC=NC2=CC(=C(C=C12)NC1CCN(CC1)C(C=C)=O)OC)F)C 1-(4-((4-((4-((5-((2R,6S)-2,6-dimethylmorpholino)pyrimidin-2-yl)oxy)-2-fluorophenyl)amino)-7-methoxyquinazolin-6-yl)amino)piperidin-1-yl)prop-2-en-1-one